C(C)C1(COC1)COC1=C(C=C(C=C1)F)C1CCN(CC1)[C@@H]1COC2(CN(C2)C=2OC=NN2)C1 (S)-7-(4-(2-((3-Ethyloxetan-3-yl)methoxy)-5-fluorophenyl)piperidin-1-yl)-2-(1,3,4-oxadiazol-2-yl)-5-oxa-2-azaspiro[3.4]octane